CC1(CCC2(CCC(O2)OC2C(CCCC2)O)CC1)C 2-((8,8-dimethyl-1-oxaspiro[4.5]dec-2-yl)oxy)cyclohexan-1-ol